(3-((6-amino-9-(3-bromobenzyl)-8-methoxy-9H-purin-2-yl)oxy)propyl)carbamic acid tert-butyl ester C(C)(C)(C)OC(NCCCOC1=NC(=C2N=C(N(C2=N1)CC1=CC(=CC=C1)Br)OC)N)=O